N-((1R,2S)-2-Aminocyclopentyl)-5-(4-isopropoxy-2-methylphenyl)-4-oxo-4,5-dihydro-3H-1-thia-3,5,8-triazaacenaphthylene-2-carboxamide N[C@@H]1[C@@H](CCC1)NC(=O)C=1SC=2N=CC=C3N(C(NC1C23)=O)C2=C(C=C(C=C2)OC(C)C)C